FC(COC=1C=C2C(=C(C(N(C2=CC1O[C@H]1COCC1)C)=O)C(=O)N)N1CCC(CC1)C=1OC2=C(N1)C=C(C=C2)C)F |r| (rac)-6-(2,2-difluoroethoxy)-1-methyl-4-[4-(5-methyl-1,3-benzoxazol-2-yl)piperidin-1-yl]-2-oxo-7-[(oxolan-3-yl)oxy]-1,2-dihydroquinoline-3-carboxamide